C(C)(C)C1N(C(OC1)=O)C(C=CC1=C(C=CC=C1)C(F)(F)F)=O 4-isopropyl-3-(3-(2-(trifluoromethyl)phenyl)acryloyl)oxazolidin-2-one